C(C)(C)C1=NC2=CC=CC=C2C(=N1)SCC(=O)C1=CC=C(S1)CNC(C(C)(C)C)=O N-((5-(2-((2-isopropylquinazolin-4-yl)thio)acetyl)thiophen-2-yl)methyl)pivalamide